P.[PH4+] phosphonium Phosphine